Benzyl 8-(3-benzyloxy-4-nitrophenyl)-7-oxo-2-oxa-5,8-diazaspiro[3.5]nonane-5-carboxylate C(C1=CC=CC=C1)OC=1C=C(C=CC1[N+](=O)[O-])N1C(CN(C2(COC2)C1)C(=O)OCC1=CC=CC=C1)=O